pyrimidine-6-carbonitrile N1=CN=CC=C1C#N